(R)-2-cyclohexylpropionic acid C1(CCCCC1)[C@H](C(=O)O)C